C12CN(CC(CC1)N2)CCOC2=CC(=C(C=C2)C=2N(C1=NC=NC(=C1N2)OC2(CC2)C)CC2=CC=CC=C2)Cl 8-(4-(2-(3,8-diazabicyclo[3.2.1]octan-3-yl)ethoxy)-2-chlorophenyl)-9-benzyl-6-(1-methylcyclopropoxy)-9H-purine